C(C)(C)(C)OC(=O)NC[B-](F)(F)F.[K+] potassium {[(tert-butoxycarbonyl)amino]methyl}trifluoroborate